COC(NC=1C=CC=2C=3C=CN=C([C@H](C/C=C/CCC(NC2C1)=O)NC(=O)OC(C)(C)C)C3)=O ((E)-(S)-15-tert-Butoxycarbonylamino-9-oxo-8,17-diaza-tricyclo[14.3.1.02,7]icosa-1(20),2(7),3,5,12,16,18-heptaen-5-yl)-carbamic acid methyl ester